C(#N)C=1C=C(C=CC1F)NC(=O)C1C(N(C(C2=CC=CC=C12)=O)CC(F)(F)F)C=1C=NC(=CC1)O (rac)-N-(3-cyano-4-fluorophenyl)-3-(6-hydroxypyridin-3-yl)-1-oxo-2-(2,2,2-trifluoroethyl)-1,2,3,4-tetrahydroisoquinoline-4-carboxamide